N-{cyclooctyl-[4-fluoro-5-(1,4-oxaazepan-3-yl)-1H-benzoimidazol-2-yl]methyl}-3-methyl-isoxazole-4-carboxamide C1(CCCCCCC1)C(NC(=O)C=1C(=NOC1)C)C1=NC2=C(N1)C=CC(=C2F)C2COCCCN2